N-{[2-chloro-3-(methoxymethyl)quinolin-7-yl]methyl}-6-cyclopropyl-N-(2-methanesulfonylpyridin-3-yl)pyridine-3-carboxamide ClC1=NC2=CC(=CC=C2C=C1COC)CN(C(=O)C=1C=NC(=CC1)C1CC1)C=1C(=NC=CC1)S(=O)(=O)C